(E)-2-(2-(7-bromoquinolin-2-yl)vinyl)-4-chlorobenzonitrile BrC1=CC=C2C=CC(=NC2=C1)/C=C/C1=C(C#N)C=CC(=C1)Cl